(E)-4-chloro-1-(3-(2-hydroxyphenyl)-5-methyl-5,7,8,9-tetrahydro-6H-pyrido[3',4':4,5]pyrrolo[2,3-c]pyridazin-6-yl)but-2-en-1-one ClC/C=C/C(=O)N1C(C2=C(NC=3N=NC(=CC32)C3=C(C=CC=C3)O)CC1)C